C1(=CC=CC=C1)C(C(=O)O)C(CC(=O)O)C1=CC=C(C=C1)C(F)(F)F 2-phenyl-3-(4-trifluoromethylphenyl)-glutaric acid